NCCCCCCNS(=O)(=O)C1=CC=CC2=C(C=CC=C12)Cl N-(6-aminohexyl)-5-chloro-1-naphthalenesulfonamide